5-(4-((3-(3-ethylureido)-1-methyl-1H-pyrazol-5-yl)methyl)piperidin-1-yl)-6-fluoro-N-methylpicolinamide C(C)NC(NC1=NN(C(=C1)CC1CCN(CC1)C=1C=CC(=NC1F)C(=O)NC)C)=O